N-(4-(4-methyl-6-propionylpyridin-3-yl)thiazolo[5',4':3,4]benzo[1,2-d]oxazol-7-yl)cyclopropanecarboxamide CC1=C(C=NC(=C1)C(CC)=O)C1=CC2=C(C3=C1N=CO3)SC(=N2)NC(=O)C2CC2